Tert-butyl (2-((5-undecylbenzo[d]oxazol-2-yl)amino)ethyl)carbamate C(CCCCCCCCCC)C=1C=CC2=C(N=C(O2)NCCNC(OC(C)(C)C)=O)C1